C(C)(C)(C)OC(=O)N1CC(C1)NC1=CC(=C(C(=C1)F)C1N(C(CC=2NC=3C=CC=CC3C21)C)CC(CO[Si](C2=CC=CC=C2)(C2=CC=CC=C2)C(C)(C)C)(F)F)F 3-(4-(2-(3-(tert-butyldiphenylsilyloxy)-2,2-difluoropropyl)-3-methyl-2,3,4,5-tetrahydro-1H-pyrido[4,3-b]indol-1-yl)-3,5-difluorophenylamino)azetidine-1-carboxylic acid tert-butyl ester